[C@H]1([C@@H](O)[C@@H](O)[C@H](O)[C@H](O1)CO)OCCCN(C(CCCCCCCC(=O)ON1C(CCC1=O)=O)=O)CCO[C@H]1[C@@H](O)[C@H](O)[C@H](O)[C@@H](O1)C 2,5-dioxopyrrolidin-1-yl 9-({3-[(α-D-mannopyranosyl)oxy]propyl}{2-[(α-L-fucopyranosyl)oxy]ethyl}amino)-9-oxononanoate